4-methyl-2-[(piperidin-4-yl) methyl]-8-(trifluoromethyl)-4,5-dihydro-2H-furo[2,3-g]indazole-7-carboxylate CC1C2=CN(N=C2C2=C(C1)OC(=C2C(F)(F)F)C(=O)[O-])CC2CCNCC2